N-(beta-aminoethyl)gamma-aminopropyltrimethoxysilane NCCNCCC[Si](OC)(OC)OC